N-[4-(3-cyanophenyl)-5-[2-[1-[(4-methoxyphenyl)methoxy]-1-methyl-ethyl]-6-methyl-4-pyridinyl]thiazol-2-yl]-2-oxa-6-azaspiro[3.3]heptane-6-carboxamide C(#N)C=1C=C(C=CC1)C=1N=C(SC1C1=CC(=NC(=C1)C)C(C)(C)OCC1=CC=C(C=C1)OC)NC(=O)N1CC2(COC2)C1